ClC1=C(C=CC(=C1)Cl)\C=1\CCCC2=C(/C1/C1=CC=C(C=C1)N[C@H]1CN(CC1)CC=CC(=O)N(C)C)C=CC(=C2)C(=O)OC methyl (R,E)-8-(2,4-dichlorophenyl)-9-(4-((1-(4-(dimethylamino)-4-oxobut-2-en-1-yl)pyrrolidin-3-yl)amino)phenyl)-6,7-dihydro-5H-benzo[7]annulene-3-carboxylate